methyl 3-oxo-8-azabicyclo[3.2.1]octane-8-carboxylate O=C1CC2CCC(C1)N2C(=O)OC